3-methyl-N-((S)-1-methylpyrrolidin-3-yl)-6-((S)-1-phenylethyl)-1,2,4-triazine-5-amine CC=1N=NC(=C(N1)N[C@@H]1CN(CC1)C)[C@@H](C)C1=CC=CC=C1